(4-(2-chlorophenyl)piperazin-1-yl)-3-phenoxypropan-2-ol 2-ethylhexyl-3-((4-((2-(dimethylamino)ethyl)amino)-3-(2-octyldodecanamido)-4-oxobutyl)thio)propanoate C(C)C(CC(C(=O)OC(CN1CCN(CC1)C1=C(C=CC=C1)Cl)COC1=CC=CC=C1)CSCCC(C(=O)NCCN(C)C)NC(C(CCCCCCCCCC)CCCCCCCC)=O)CCCC